6-methylpyridin-3-yl-imidazo[1,2-a]pyridine-3-carboxamide CC1=CC=C(C=N1)C=1N=C2N(C=CC=C2)C1C(=O)N